1,3-difluoro-4,6-dinitrobenzene FC1=CC(=C(C=C1[N+](=O)[O-])[N+](=O)[O-])F